BrC=1C(=CC2=CC=CC=C2C1)O 3-bromo-2-naphthol